N-(1-piperidin-1-ium-4-ylcyclopropyl)acetamide chloride salt [Cl-].[NH2+]1CCC(CC1)C1(CC1)NC(C)=O